FC1=C(C2=C(CCO2)C=C1NC1=NC(=CC(=N1)NC)C)C=1CC[C@@H](NCC1)C |o1:23| N2-[6-fluoro-7-[rel-(2S)-2-methyl-2,3,4,7-tetrahydro-1H-azepin-5-yl]-2,3-dihydrobenzofuran-5-yl]-N4,6-dimethyl-pyrimidine-2,4-diamine